C1(=CC=CC=C1)S(=O)(=O)NC=1C(=C(C=CC1)/C=C/CCCOC1=C(C=CC=C1)CCC(=O)O)C#N 3-[2-[(E)-5-[3-(Benzenesulfonamido)-2-cyanophenyl]pent-4-enoxy]phenyl]propanoic acid